CC1=NNC(=C1C1=CC=C2C=C(C(=C(C2=C1)F)N1CC(NS1(=O)=O)=O)O)C 5-[7-(3,5-dimethyl-1H-pyrazol-4-yl)-1-fluoro-3-hydroxynaphthalen-2-yl]-1λ6,2,5-thiadiazolidine-1,1,3-trione